CN(C=1C(=CC=C2C=CC=NC12)C1=CC=C(OC2CCN(CC2)C(=O)OC(C)(C)C)C=C1)C tert-Butyl 4-[4-[8-(dimethylamino)-7-quinolyl]phenoxy]piperidine-1-carboxylate